methyl [2-(2-amino-5-chlorobenzyl)-1,3-dioxolan-2-yl]acetate NC1=C(CC2(OCCO2)CC(=O)OC)C=C(C=C1)Cl